(((3-ethyl-2-oxopyrrolidin-3-yl)methyl)amino)-3-methyl-8-(4-(trifluoromethyl)phenyl)pyrido[4,3-d]pyrimidin-4(3H)-one C(C)C1(C(NCC1)=O)CNC=1N(C(C2=C(N1)C(=CN=C2)C2=CC=C(C=C2)C(F)(F)F)=O)C